COC1=CC=C(C=C1)C1=NOC(=N1)N1CCN(CC1)C(=O)NCCOC1CCN(CC1)CC1=NC=CC=C1 4-(3-(4-Methoxyphenyl)-1,2,4-oxadiazol-5-yl)-N-(2-((1-(Pyridin-2-ylmethyl)piperidin-4-yl)oxy)ethyl)piperazin-1-carboxamid